benzyl (N,N-dimethylsulfamoyl)(1-(1-pivaloyl-6-(pyridin-4-yl)-1H-indol-3-yl)ethyl)carbamate CN(S(=O)(=O)N(C(OCC1=CC=CC=C1)=O)C(C)C1=CN(C2=CC(=CC=C12)C1=CC=NC=C1)C(C(C)(C)C)=O)C